3-methoxy-2,6,6,9-tetramethyl-6H-benzo[c]chromen-8-yl triflate O(S(=O)(=O)C(F)(F)F)C=1C(=CC2=C(C(OC3=CC(=C(C=C23)C)OC)(C)C)C1)C